Ethyl-N-methylcarbamic acid tert-butyl ester C(C)(C)(C)OC(N(C)CC)=O